CC1=NC(=CC(=C1NC(CCC1=CC=C(C=C1)OC)=O)C)N1CCOCC1 N-(2,4-Dimethyl-6-morpholin-4-yl-pyridin-3-yl)-3-(4-methoxy-phenyl)-propionamide